COC=1C=C(C=CC1)S(=O)(=O)C1=C2C(N(N(C2=CC(=C1)NC1=NC=CC=C1)C1=CC=CC=C1)C1=CC=CC=C1)=O 4-[(3-methoxyphenyl)sulfonyl]-1,2-diphenyl-6-(pyridin-2-ylamino)-1,2-dihydro-3H-indazol-3-one